COC1=CC=C(C=N1)OC1CCN(CC1)C1=C(C=C2C(=N1)CN(C2)C(=O)OC)C methyl 2-(4-((6-methoxypyridin-3-yl)oxy)piperidin-1-yl)-3-methyl-5,7-dihydro-6H-pyrrolo[3,4-b]pyridine-6-carboxylate